2-hydroxy-4-(2-chloro-3-o-fluorophenyl-benzyloxy)benzaldehyde OC1=C(C=O)C=CC(=C1)OCC1=C(C(=CC=C1)C1=C(C=CC=C1)F)Cl